C(C)(C)(C)[O-].[K+] potassium tert-butanolate